C(CC)(=O)OC(C([C@H]1CC[C@H]2[C@@H]3CCC4=CC(CC[C@]4(C)[C@H]3CC[C@]12C)=O)=O)O propionyloxy-21-hydroxy-pregn-4-ene-3,20-dione